2-(1-(4-chlorophenyl)cyclopropyl)-5,6,7,8-tetrahydropyrido[4,3-d]-pyrimidin-4(3H)-one ClC1=CC=C(C=C1)C1(CC1)C=1NC(C2=C(N1)CCNC2)=O